(S)-5-(3-cyanothiophen-2-yl)-N-(1-cyclopropylethyl)-7-methylpyrazolo[1,5-a]Pyrimidine-3-carboxylic acid C(#N)C1=C(SC=C1)C1=NC=2N(C(=C1)C)N(CC2C(=O)O)[C@@H](C)C2CC2